hexane[18O2]sulfonate C(CCCCC)S(=O)(=[18O])[18O-]